1-(3-bromophenyl)-2-cyclobutylethan-1-one BrC=1C=C(C=CC1)C(CC1CCC1)=O